(rac)-(2s,4s)-2-(1-(m-tolyl)-3-azabicyclo[3.1.0]hexane-3-carbonyl)-7-oxa-5-azaspiro[3.4]octan-6-one C1(=CC(=CC=C1)C12CN(CC2C1)C(=O)C1CC2(C1)NC(OC2)=O)C